4-(3-(piperidine-1-carbonyl)pyrazolo[1,5-a]pyridine-7-yl)-N-(pyridin-4-yl)benzamide N1(CCCCC1)C(=O)C=1C=NN2C1C=CC=C2C2=CC=C(C(=O)NC1=CC=NC=C1)C=C2